(R)-pyrrolidine-3-carboxylic acid methyl ester COC(=O)[C@H]1CNCC1